C(C1=CC=CC=C1)N(C1CCC(CC1)C(=O)O)C (1r,4r)-4-(benzyl-(methyl)amino)cyclohexane-1-carboxylic acid